2,5-dibenzylfuran C(C1=CC=CC=C1)C=1OC(=CC1)CC1=CC=CC=C1